tert-butyl N-[rac-(1R,3S)-3-[(3-amino-2-chloro-4-pyridyl)amino]cyclohexyl]carbamate NC=1C(=NC=CC1N[C@@H]1C[C@@H](CCC1)NC(OC(C)(C)C)=O)Cl |r|